BrC(C(=O)O)C α-bromopropionic acid